CC1=C(C=CC(=C1)C)N(N=CC1=CC(=CC=C1)OC)C(C(F)(F)F)=O 2,2,2-TRIFLUOROACETIC ACID 1-(2,4-DIMETHYLPHENYL)-2-[(3-METHOXYPHENYL)METHYLENE]HYDRAZIDE